OC(C)(C)[C@@]1(CC=2C(=NC(=C(C2)NC(=O)C=2C=NN3C2N=CC=C3)N3CCOCC3)O1)C |r| N-[rac-(2S)-2-(1-hydroxy-1-methyl-ethyl)-2-methyl-6-morpholino-3H-furo[2,3-b]pyridin-5-yl]pyrazolo[1,5-a]pyrimidine-3-carboxamide